N-(4-{4-chloro-2-[(3,3-difluoro-1-azetidinyl)carbonyl]phenyl}-6-cyclopropyl-2-pyridyl)-1-cyclopropyl-5-{[(S)-1-cyclopropylethylamino]methyl}-2-oxo-1,2-dihydronicotinamide ClC1=CC(=C(C=C1)C1=CC(=NC(=C1)C1CC1)NC(C=1C(N(C=C(C1)CN[C@@H](C)C1CC1)C1CC1)=O)=O)C(=O)N1CC(C1)(F)F